C(C)N(C=O)CC N,N-bisEthyl-formamide